C(C)(C)(C)OC(NCC1=CC(=CC=C1)C=1N=CN(C(C1)=O)CC1(C(CN(CC1)C([C@@H](CC1CCCCC1)C)=O)(C)C)O)=O (3-(1-((1-((R)-3-cyclohexyl-2-methylpropanoyl)-4-hydroxy-3,3-dimethylpiperidin-4-yl)methyl)-6-oxo-1,6-dihydropyrimidin-4-yl)benzyl)carbamic acid tert-butyl ester